C1(=CC=CC=C1)C(=C1OC2=C(C1P(C1=CC=CC=C1)(C1=CC=CC=C1)=O)C(=CC(=C2)OC)OC)C2=CC=CC=C2 (2-(diphenylmethylene)-4,6-dimethoxy-2,3-dihydrobenzofuran-3-yl)diphenyl-phosphine oxide